3-[1,3-dioxo-6-(piperazin-1-yl)-1H,2H,3H-pyrrolo[3,4-c]pyridin-2-yl]piperidine-2,6-dione O=C1N(C(C=2C=NC(=CC21)N2CCNCC2)=O)C2C(NC(CC2)=O)=O